2-(4-(1'-(2,6-dioxapiperidin-3-yl)-2'-oxo-1,3-dihydrospiro[inden-2,3'-indolin]-5-yl)piperazin-1-yl)acetic acid N1OC(CCO1)N1C(C2(C3=CC=CC=C13)CC1=CC=C(C=C1C2)N2CCN(CC2)CC(=O)O)=O